BrC=1C=C(C=CC1)C1CCN(CC1)CC=1C=C2CN(C(C2=CC1)=O)C1C(NC(CC1)=O)=O 3-(5-((4-(3-bromophenyl)piperidin-1-yl)methyl)-1-oxoisoindolin-2-yl)piperidine-2,6-dione